(3S,4S)-tetradecane-3,4-diol CC[C@@H]([C@H](CCCCCCCCCC)O)O